tert-butyl (8aS,11R)-3-chloro-4-fluoro-11-((methylsulfonyl) methyl)-8-oxo-7,8,8a,9,11,12-hexahydro-10H-pyrazino[1',2':4,5]pyrazino[2,3-c][1,6]naphthyridine-10-carboxylate ClC1=NC=C2C3=C(C=NC2=C1F)NC([C@H]1N3C[C@@H](N(C1)C(=O)OC(C)(C)C)CS(=O)(=O)C)=O